(2S,3R,4S,5S,6R)-2-[4-[(3S,3aR,6S,6aR)-3-(4-hydroxy-3,5-dimethoxyphenyl)-1,3,3a,4,6,6a-hexahydrofuro[3,4-c]furan-6-yl]-2,6-dimethoxyphenoxy]-6-(hydroxymethyl)oxane-3,4,5-triol OC1=C(C=C(C=C1OC)[C@H]1OC[C@@H]2[C@H](OC[C@@H]21)C2=CC(=C(O[C@@H]1O[C@@H]([C@H]([C@@H]([C@H]1O)O)O)CO)C(=C2)OC)OC)OC